C1(=CC=CC=C1)C1=C(C=NC=C1)NC(=O)C1=NC(=NC=C1)NC1COCCC1 N-(4-phenylpyridin-3-yl)-2-((tetrahydro-2H-pyran-3-yl)amino)pyrimidine-4-carboxamide